5-(pyridin-2-yl)hexahydrospiro[cyclopenta[c]furan-1,1'-cyclopentane]-5-carbonitrile N1=C(C=CC=C1)C1(CC2C(C1)C1(CCCC1)OC2)C#N